(5-cyclopropyl-6-(2-hydroxy-4-(trifluoromethyl)phenyl)-1,2,4-triazin-3-yl)-2-(methylamino)acetamide C1(CC1)C=1N=C(N=NC1C1=C(C=C(C=C1)C(F)(F)F)O)C(C(=O)N)NC